4-(4-((3S,5S)-3-amino-5-methylpiperidin-1-yl)-6-methylquinazolin-2-yl)-1-(cyclopropylimino)-2,3,4,5-tetrahydro-benzo[f][1,4]thiazepine N[C@@H]1CN(C[C@H](C1)C)C1=NC(=NC2=CC=C(C=C12)C)N1CCS(C2=C(C1)C=CC=C2)=NC2CC2